4-Amino-1-(2,3-dihydro-1-benzofuran-5-yl)-2-oxo-7-(trifluoromethyl)-1,2-dihydroquinoline-3-carboxylic acid methyl ester COC(=O)C=1C(N(C2=CC(=CC=C2C1N)C(F)(F)F)C=1C=CC2=C(CCO2)C1)=O